tris(4-hydroxyphenyl)benzene OC1=CC=C(C=C1)C=1C(=C(C=CC1)C1=CC=C(C=C1)O)C1=CC=C(C=C1)O